N-(4,5-dimethylisoxazol-3-yl)-2'-(ethoxymethyl)-4'-((hydroxy-d)-methyl-d2)-N-(methoxymethyl)-[1,1'-biphenyl]-2-sulfonamide CC=1C(=NOC1C)N(S(=O)(=O)C=1C(=CC=CC1)C1=C(C=C(C=C1)C([2H])([2H])O[2H])COCC)COC